ClCC(=O)NCC1=NN(C2=CC=CC=C12)C1=CC=C(C=C1)OC(F)(F)F 2-chloro-N-((1-(4-(trifluoromethoxy)phenyl)-1H-indazol-3-yl)methyl)acetamide